COC1=NC=CC(=C1)NC(=O)C=1C=2C[C@@H]3[C@H](C2N(N1)C1=C(C=C(C=C1)F)F)C3 (1aR,5aR)-2-(2,4-Difluoro-phenyl)-1a,2,5,5a-tetrahydro-1H-2,3-diaza-cyclopropa[a]pentalene-4-carboxylic acid (2-methoxy-pyridin-4-yl)-amide